tert-butyl [3-(2-aminopyrimidin-5-yl)-1H-pyrazol-1-yl]acetate NC1=NC=C(C=N1)C1=NN(C=C1)CC(=O)OC(C)(C)C